(5aR,6aS,10aS)-9-(N-Acetylcarbamoyl)-4-(dimethylamino)-8,10a,11-trihydroxy-10,12-dioxo-5,5a,6,6a,7,10a-hexahydro-1-naphthacenyl acetate C(C)(=O)OC1=CC=C(C=2C[C@H]3C[C@H]4CC(=C(C([C@]4(C(=C3C(C12)=O)O)O)=O)C(NC(C)=O)=O)O)N(C)C